3-(4-(5-(4-(4-((5-chloro-4-((2-(isopropylsulfonyl)phenyl)amino)pyrimidin-2-yl)amino)-5-methoxy-2-methylphenyl)piperidin-1-yl)pent-1-yn-1-yl)-1-oxoisoindolin-2-yl)piperidine-2,6-dione ClC=1C(=NC(=NC1)NC1=CC(=C(C=C1OC)C1CCN(CC1)CCCC#CC1=C2CN(C(C2=CC=C1)=O)C1C(NC(CC1)=O)=O)C)NC1=C(C=CC=C1)S(=O)(=O)C(C)C